FC1=CC=C(C=C1)N1C(N(C=C(C1=O)C(=O)NC1=CC=C(OC2=CC=NC3=CN=C(C=C23)C(=O)NC2CCN(CC2)C)C=C1)C(C)C)=O 4-[4-[[3-(4-fluorophenyl)-1-isopropyl-2,4-dioxo-pyrimidine-5-carbonyl]amino]phenoxy]-N-(1-methyl-4-piperidyl)-1,7-naphthyridine-6-carboxamide